pyridoporphyrin tetrahexanoate C(CCCCC)(=O)O.C(CCCCC)(=O)O.C(CCCCC)(=O)O.C(CCCCC)(=O)O.C12=CC=C(N1)C=C1C=CC(=N1)C=C1C=CC(N1)=CC=1C3=C(C(N1)=C2)C=CC=N3